iron nickel-iron [Fe].[Ni].[Fe]